CON=CC=1N=C2N(N(C(C=C2N2[C@H](CN[C@@H](C2)CC)C)=O)C)C1 8-((2S,5R)-5-ethyl-2-methylpiperazin-1-yl)-5-methyl-6-oxo-5,6-dihydroimidazo[1,2-b]pyridazine-2-carbaldehyde O-methyloxime